[Si](C1=CC=CC=C1)(C1=CC=CC=C1)(C(C)(C)C)[Si](C1=CC=CC=C1)(C1=CC=CC=C1)C(C)(C)C TBDPSt-butyldiphenylsilane